(E)-4-(4'-cyanophenyl)-2,2-difluoro-3-butenoate C(#N)C1=CC=C(C=C1)/C=C/C(C(=O)[O-])(F)F